(±)-4-(4-Fluorobenzyl)-N-(9-(3-hydroxy-3-methylbut-1-yn-1-yl)-5,6-dihydro-4H-benzo[f]imidazo[1,2-a]azepin-4-yl)-1H-pyrazole-1-carboxamide FC1=CC=C(CC=2C=NN(C2)C(=O)N[C@H]2C=3N(C4=C(CC2)C=CC(=C4)C#CC(C)(C)O)C=CN3)C=C1 |r|